5-chloro-N-(2-(dimethylamino)-2-(thiophen-3-yl)ethyl)isoindoline-2-carboxylic acid amide ClC=1C=C2CN(CC2=CC1)C(=O)NCC(C1=CSC=C1)N(C)C